F[C@@]1(C[C@H](O)[C@@H](CO)O1)N1C(=O)NC(=O)CC1 (S)-fluoro-2'-deoxy-dihydrouridine